ClC1=CC=C(C=C1)C=1N=CN(C1C1=CC=NC=C1)CC(=O)N1CCC2(CN(C2)CC(F)F)CC1 2-[4-(4-chlorophenyl)-5-(pyridin-4-yl)-1H-imidazol-1-yl]-1-[2-(2,2-difluoroethyl)-2,7-diazaspiro[3.5]non-7-yl]ethan-1-one